BrC=1C=C(C(=NC1)[N+](=O)[O-])OC=1C=NN(C1)C(C)C 5-bromo-3-((1-isopropyl-1H-pyrazol-4-yl)oxy)-2-nitropyridine